C(C)(C)(C)C=1C=C(CSCC(=O)OCCCCCCCC)C=C(C1O)C(C)(C)C octyl 3,5-di-tert-butyl-4-hydroxybenzylmercaptoacetate